FC1=C(C=CC(=C1)C(=O)N1CCCCC1)C1=NC=2N=CCC(C2C(=C1)NC1=NC=C(C=C1)N1CCC2(CCOCC2)CC1)=O 2-[2-fluoro-4-(piperidine-1-carbonyl)phenyl]-4-[[5-(3-oxa-9-azaspiro[5.5]undecan-9-yl)-2-pyridyl]amino]-6H-naphthyridin-5-one